O1CCOC12CCC(CC2)C2=NN(C1=CC=C(C=C21)C2=CC(NC=C2)=O)C2OCCCC2 4-(3-(1,4-dioxaspiro[4.5]decan-8-yl)-1-(tetrahydro-2H-pyran-2-yl)-1H-indazol-5-yl)pyridin-2(1H)-one